NC1=NC(=C2C(=N1)N(N=C2)CC2=CC(=C(C=C2)[N+](=O)[O-])C(F)(F)F)C=2C(=C(C#N)C=CC2)F [6-amino-1-[[4-nitro-3-(trifluoromethyl)phenyl]methyl]pyrazolo[3,4-d]pyrimidine-4-yl]-2-fluoro-benzonitrile